trans-8-((4-((cyclobutylmethyl)(4-(2-morpholinoethyl)phenyl)amino)cyclohexyl)(methyl)amino)-5-methyl-6-oxo-5,6-dihydro-1,5-naphthyridine-2,7-dicarbonitrile C1(CCC1)CN([C@@H]1CC[C@H](CC1)N(C1=C(C(N(C=2C=CC(=NC12)C#N)C)=O)C#N)C)C1=CC=C(C=C1)CCN1CCOCC1